tert-butyl (R)-3-(4-(3H-[1,2,3]triazolo[4,5-b]pyridin-3-yl)-N-(3-chloropyridin-2-yl)benzamido)piperidine-1-carboxylate N1=NN(C2=NC=CC=C21)C2=CC=C(C(=O)N(C1=NC=CC=C1Cl)[C@H]1CN(CCC1)C(=O)OC(C)(C)C)C=C2